4-Amino-8-(3-methoxyphenyl)-2-oxo-N-propyl-1H-quinoline-3-carboxamide NC1=C(C(NC2=C(C=CC=C12)C1=CC(=CC=C1)OC)=O)C(=O)NCCC